COC=1C=C(OCC=2C=C(C=NC2)C2=CC(=C(C(=O)N)C=C2)C)C=CC1C(F)(F)F 4-{5-[3-methoxy-4-(trifluoromethyl)phenoxymethyl]pyridin-3-yl}-2-methylbenzamide